ethyl (S)-3-(benzyl((R)-1-phenylethyl)amino)-3-(3-(1-ethyl-1H-indol-6-yl)phenyl)propanoate C(C1=CC=CC=C1)N([C@@H](CC(=O)OCC)C1=CC(=CC=C1)C1=CC=C2C=CN(C2=C1)CC)[C@H](C)C1=CC=CC=C1